OCC(CS(=O)(=O)O)C 2-hydroxymethylpropanesulfonic acid